C1(CC1)N1C=C(C(C2=CC(=C(C=C12)N1CCN(CC1)CC(=O)NC1=CC(=C(C=C1)C(=O)OCC)O)F)=O)C(=O)O 1-Cyclopropyl-7-(4-(2-((4-(ethoxycarbonyl)-3-hydroxyphenyl)amino)-2-oxoethyl)piperazin-1-yl)-6-fluoro-4-oxo-1,4-dihydroquinoline-3-carboxylic acid